N1C=CC2=CC(=CC=C12)OC1=CC=NC2=CC(=C(C=C12)C(=O)N)OC 4-((1H-indol-5-yl)oxy)-7-methoxyquinoline-6-carboxamide